(S)-2-(pyrrolidin-1-yl)butaneamide N1(CCCC1)[C@H](C(=O)N)CC